FC=1C(=C(C=C(C1)F)C1C(=NC=CC1(C(C)(C)C)C(C)(C)C)C1=NC=CC=C1)C1=NC=C(C=C1)C(F)(F)F {3,5-difluoro-2-[5-(trifluoromethyl)pyridin-2-yl]phenyl}4,4-di-tert-butyl-2,2-bipyridine